bis(tert-butyl peroxyisophthalate) (Isophthalate) C(C1=CC(C(=O)O)=CC=C1)(=O)O.C(C)(C)(C)C1=C(C(=O)OO)C=CC=C1C(=O)O.C(C)(C)(C)C1=C(C(OO)=O)C=CC=C1C(=O)O